S1C=NN=CC1 6H-1,3,4-thiadiazine